8,14-Cedrane oxide CC1CCC2C13CCC4(C(C3)C2(CO4)C)C